tert-butyl (1R,4R,5S)-5-(8-bromo-9-(2-cyanoethyl)-7-fluoro-5-(methylsulfinyl)-4-oxobenzo[h][1,6]naphthyridin-1(4H)-yl)-2-azabicyclo[2.1.1]hexane-2-carboxylate BrC=1C(=CC=2C(=NC(=C3C(C=CN(C23)[C@H]2[C@H]3CN([C@@H]2C3)C(=O)OC(C)(C)C)=O)S(=O)C)C1F)CCC#N